C(C)N1C2=NC(=NC(=C2N=C1C1=CC=NC=C1)N1CCOCC1)N1N=C(C=C1C1=CC=CC=C1)C(=O)OCC ethyl 1-(9-ethyl-6-morpholino-8-(pyridin-4-yl)-9H-purin-2-yl)-5-phenyl-1H-pyrazole-3-carboxylate